3-(3-chloro-6-methyl-2-(methylthio)-5-(trichloromethyl)phenyl)-4,5-dihydroisoxazole ClC=1C(=C(C(=C(C1)C(Cl)(Cl)Cl)C)C1=NOCC1)SC